OC[C@H](C(=O)OCC1(CCC1)CO)NC(=O)[C@H]1CCN(CC12CC2)C=2C1=C(N=CN2)NC=C1 [1-(hydroxymethyl)cyclobutyl]methyl (2R)-3-hydroxy-2-[[(8S)-5-(7H-pyrrolo[2,3-d]pyrimidin-4-yl)-5-azaspiro[2.5]octane-8-carbonyl]amino]propanoate